tert-butyl (S)-3-((3-chloro-5-fluorobenzyl)amino)-4-oxo-4,6,7,8-tetrahydropyrrolo[1,2-a]pyrimidine-6-carboxylate ClC=1C=C(CNC2=CN=C3N(C2=O)[C@@H](CC3)C(=O)OC(C)(C)C)C=C(C1)F